6-bromo-7-((diethoxyphosphoryl)difluoromethyl)quinazoline-2-carboxylic acid BrC=1C=C2C=NC(=NC2=CC1C(F)(F)P(=O)(OCC)OCC)C(=O)O